C12(C(CCCC2CCC1)O)O bicyclo[4.3.0]nonanediol